C(C)(C)(C)OC(N[C@@H]1CCCC12CCN(CC2)C2=NC(=C(C(=N2)C#N)Br)C)=O (R)-(8-(5-bromo-4-cyano-6-methylpyrimidin-2-yl)-8-azaspiro[4.5]decan-1-yl)carbamic acid tert-butyl ester